(4-(difluoromethyl)-3-fluorophenyl)magnesium chloride lithium chloride [Cl-].[Li+].FC(C1=C(C=C(C=C1)[Mg]Cl)F)F